2-(4-Phenoxypiperidine-1-carbonyl)quinoxaline Methyl-(S)-2-((5-amino-6-methoxy-6-oxohexyl)amino)-5-nitronicotinate hydrobromide Br.COC(C1=C(N=CC(=C1)[N+](=O)[O-])NCCCC[C@@H](C(=O)OC)N)=O.O(C1=CC=CC=C1)C1CCN(CC1)C(=O)C1=NC2=CC=CC=C2N=C1